6-hydroxy-2-(2,3,4-trihydroxybenzylidene)benzofuran-3(2H)-one OC1=CC2=C(C(C(O2)=CC2=C(C(=C(C=C2)O)O)O)=O)C=C1